N-cyclohexylbenzothiazole-2-sulfenate C1(CCCCC1)N1C(SC2=C1C=CC=C2)S[O-]